(1-methyl-4-phenyl-imidazol-2-yl)methanone CN1C(=NC(=C1)C1=CC=CC=C1)C=O